COC=1C=C2C(=NC(=NC2=CC1OC)C)N[C@H](C)C=1C=C(C=CC1)C1=CC=C(C=C1)C(C#N)(C)C 2-(3'-{(1R)-1-[(6,7-dimethoxy-2-methylquinazolin-4-yl)amino]ethyl}biphenyl-4-yl)-2-methylpropanenitrile